2-methyl-4,6-di-tert-butylphenyl-3,5-ditert-butyl-4-hydroxybenzoate CC1=C(C(=CC(=C1)C(C)(C)C)C(C)(C)C)OC(C1=CC(=C(C(=C1)C(C)(C)C)O)C(C)(C)C)=O